CC1(CC2C3(CCCC(CCC12)(C3)C)OC(C)C(CC)O)C 2-((4,4,8-Trimethyltricyclo[6.3.1.02,5]dodecan-1-yl)oxy)pentan-3-ol